Triethoxyhafnium C(C)O[Hf](OCC)OCC